6-mercaptomethylthio-1,3-dithiane SCSC1CCSCS1